methyl (3-bromo-7-hydroxy-1H-pyrazolo[4,3-d]pyrimidin-5-yl)carbamate BrC1=NNC2=C1N=C(N=C2O)NC(OC)=O